pyrazolo[3,4-c]pyridine-4-carboxylic acid N1N=CC2=C1C=NC=C2C(=O)O